[Li+].C(C(=C)C)(=O)NCC(=O)O N-methacryloyl-glycine lithium (i)